((3R,5R)-5-fluoro-1-tritylpiperidin-3-yl)carbamic acid tert-butyl ester C(C)(C)(C)OC(N[C@H]1CN(C[C@@H](C1)F)C(C1=CC=CC=C1)(C1=CC=CC=C1)C1=CC=CC=C1)=O